FC1=C(CNC(=O)[C@]2(C=3C=CC=NC3[C@H](CC2)OCCO)F)C=CC(=C1)F (5S,8S)-N-(2,4-difluorobenzyl)-5-fluoro-8-(2-hydroxyethoxy)-5,6,7,8-tetrahydroquinoline-5-carboxamide